5-fluoro-6-(6-fluoro-1-(methylsulfonyl)-1H-indol-4-yl)-3,11,11-trimethyl-8,9,10,11-tetrahydro-7H-cyclopenta[f][1,2,4]triazolo[4,3-a]quinoxaline FC1=C(C2=C(C=3NC(C=4N(C13)C(=NN4)C)(C)C)CCC2)C2=C4C=CN(C4=CC(=C2)F)S(=O)(=O)C